FC=1C=C2C=C(NC2=CC1F)C(=O)NCC=1C(=NNC1)C1=CC=CC=C1 5,6-difluoro-N-((3-phenyl-1H-pyrazol-4-yl)methyl)-1H-indole-2-carboxamide